CN1N=CC(=C1)C1=CC=C(O1)C=1NC=2C(=C3C=CC=NC3=C3N=CC=CC23)N1 2-(5-(1-methyl-1H-pyrazol-4-yl)furan-2-yl)-1H-imidazo[4,5-f][1,10]phenanthroline